BrC1=C(C=2C(NC1=O)=CN(N2)CC#N)N2[C@H](CN([C@@H](C2)CC)C(C)C=2C=C1N=CC=NC1=CC2)C 2-(6-bromo-7-((2S,5R)-5-ethyl-2-methyl-4-(1-(quinoxalin-6-yl)ethyl)piperazin-1-yl)-5-oxo-4,5-dihydro-2H-pyrazolo[4,3-b]pyridin-2-yl)acetonitrile